CC1=C(C(=CC=C1)C)C1=NC=2NS(C=3C=CC=C(C(N[C@@H](COC(=C1C#N)N2)CC(C)C)=O)C3)(=O)=O (11R)-6-(2,6-dimethylphenyl)-11-isobutyl-2,2,13-trioxo-9-oxa-2λ6-thia-3,5,12,19-tetrazatricyclo[12.3.1.14,8]nonadeca-1(18),4(19),5,7,14,16-hexaene-7-carbonitrile